1-(2-(5-(2-((2-(trifluoromethyl)quinazolin-4-yl)thio)acetyl)thiophen-2-yl)ethyl)pyrrolidin-2-one FC(C1=NC2=CC=CC=C2C(=N1)SCC(=O)C1=CC=C(S1)CCN1C(CCC1)=O)(F)F